Fmoc-β-alanine chloride C(=O)(OCC1C2=CC=CC=C2C2=CC=CC=C12)NCCC(=O)Cl